1-(1,1,1-trifluoropropan-2-yl)-1H-indazole-3-carboxylic acid FC(C(C)N1N=C(C2=CC=CC=C12)C(=O)O)(F)F